N[C@@H](CC1=CNC=N1)C(=O)O.CN1CN(C2=C1C=CC=C2)CCCC 1-methyl-3-butylbenzimidazole histidine salt